2,4-dichloro-8-fluoropyrido[3,2-d]pyrimidine ClC=1N=C(C2=C(N1)C(=CC=N2)F)Cl